[Si](C1=CC=CC=C1)(C1=CC=CC=C1)(C(C)(C)C)OCC1CNC(C=2N1N=C1C2CN([C@@H](C1)C)C(=O)OC(C)(C)C)=O (3R)-tert-Butyl 7-(((tert-butyldiphenylsilyl)oxy)methyl)-3-methyl-10-oxo-3,4,7,8,9,10-hexahydropyrido[4',3':3,4]pyrazolo[1,5-a]pyrazine-2(1H)-carboxylate